tert-butyl (2S)-4,4-difluoro-2-(1-hydroxy-2-(naphthalen-2-ylamino)-2-oxoethyl)pyrrolidine-1-carboxylate FC1(C[C@H](N(C1)C(=O)OC(C)(C)C)C(C(=O)NC1=CC2=CC=CC=C2C=C1)O)F